5-trans-bis-fluoroethylene carbonate C1(OC(C(F)O1)F)=O